N(=[N+]=[N-])CCCCCCN 6-azido-1-hexylamine